CC1OCC2(C1NC([O-])=O)CCNCC2 3-methyl-2-oxa-8-azaspiro[4.5]decan-4-ylcarbamate